C(CCC)/C(=C(/C(=O)[O-])\CCCC)/C(=O)[O-].[Sn+4].C(CCC)/C(=C(/C(=O)[O-])\CCCC)/C(=O)[O-] tin dibutylmaleate